tert-butyl 4-(2-((3-(7-fluoro-5-oxo-1-thioxo-1,2-dihydro-[1,2,4]triazolo[4,3-a]quinazolin-4(5H)-yl)propyl)amino)-2-oxoethyl)piperidine-1-carboxylate FC=1C=C2C(N(C=3N(C2=CC1)C(NN3)=S)CCCNC(CC3CCN(CC3)C(=O)OC(C)(C)C)=O)=O